C1(CC1)[C@@]1(NC(NC1=O)=O)CNC(=O)C=1C(=CC=CC1)C1=CC=C(C=C1)C1C(C1)(F)F N-{[(4R)-4-cyclopropyl-2,5-dioxoimidazolidin-4-yl]methyl}-4'-(2,2-difluorocyclopropyl)[biphenyl]-2-carboxamide